5-{3-[endo-3-amino-8-azabicyclo[3.2.1]octan-8-yl]-5H-pyrrolo[2,3-b]pyrazin-7-yl}-4-chloro-3,3-difluoro-2,3-dihydro-1H-indol-2-one, dihydrochloride salt Cl.Cl.NC1CC2CCC(C1)N2C2=CN=C1C(=N2)NC=C1C=1C(=C2C(C(NC2=CC1)=O)(F)F)Cl